6-amino-1-[(1S)-1-(3-chlorophenyl)ethyl]-7-(trifluoromethyl)quinoxalin-2-one NC=1C=C2N=CC(N(C2=CC1C(F)(F)F)[C@@H](C)C1=CC(=CC=C1)Cl)=O